C(#C)C1=CC=C(C=C1)NC(CCC1=CC=C(C=C1)O)=O N-(4-ethynylphenyl)-3-(4-hydroxyphenyl)propionamide